CC1=CC=C(C=C1)S(=O)(=O)OCC[C@@H](C1=CC=C(C=C1)C1=C(N=CS1)C)NC(=O)OC(C)(C)C (S)-3-((tert-butoxycarbonyl)amino)-3-(4-(4-methylthiazol-5-yl)phenyl)propyl 4-methylbenzenesulfonate